BrCC1=CC(=C(C=C1)[N+](=O)[O-])Cl 4-(bromomethyl)-2-chloro-1-nitrobenzene